(5-(6-(pyrimidin-4-yl)-1-((2-(trimethylsilyl)ethoxy)methyl)-1H-benzo[d]imidazol-2-yl)-1-((2-(trimethylsilyl)ethoxy)methyl)-1H-pyrrol-3-yl)(2-(trifluoromethyl)phenyl)methanone N1=CN=C(C=C1)C=1C=CC2=C(N(C(=N2)C2=CC(=CN2COCC[Si](C)(C)C)C(=O)C2=C(C=CC=C2)C(F)(F)F)COCC[Si](C)(C)C)C1